ClC1=C(C=C2C(=N1)C(CC2)OC2=CC=C1C=NN(C1=C2)C=2C=NN(C2)C)C#N 2-Chloro-7-((1-(1-methyl-1H-pyrazol-4-yl)-1H-indazol-6-yl)oxy)-6,7-dihydro-5H-cyclopenta[b]pyridine-3-carbonitrile